2-((((S)-(((S)-1-(((1r,4S)-4-(tert-butyl) cyclohexyl) oxy)-1-oxopropan-2-yl) amino) (phenoxy)Phosphoryl) oxy) methyl)-2-cyanotetrahydrofuran-3,4-diylbis(2-methylpropionate) C(C)(C)(C)C1CCC(CC1)OC([C@H](C)N[P@@](=O)(OC1=CC=CC=C1)OCC1(OCC(C1C(C(=O)[O-])(C)C)C(C(=O)[O-])(C)C)C#N)=O